ClC=1C=NN(C1C=1C=C(OC1)C(=O)O)C 4-(4-chloro-1-methyl-1H-pyrazol-5-yl)furan-2-carboxylic acid